(4-aminopiperidin-1-yl)-2-(4-cyano-3-fluorophenyl)-3-(1-methyl-1H-indazol-5-yl)isonicotinic acid NC1CCN(CC1)C=1N=C(C(=C(C(=O)O)C1)C=1C=C2C=NN(C2=CC1)C)C1=CC(=C(C=C1)C#N)F